(4-fluorophenyl)-4-[6-(1-methylimidazol-4-yl)furo[2,3-d]pyrimidin-4-yl]-1-[(trans)-3-(benzyloxy)cyclobutyl]pyrazole FC1=CC=C(C=C1)C1=NN(C=C1C=1C2=C(N=CN1)OC(=C2)C=2N=CN(C2)C)[C@@H]2C[C@H](C2)OCC2=CC=CC=C2